((7-chloro-2-methyl-1,2,3,4-tetrahydroisoquinolin-6-yl)amino)-5-((2-(methoxymethyl)phenyl)amino)-1,2,4-triazine-6-carboxamide ClC1=C(C=C2CCN(CC2=C1)C)NC=1N=NC(=C(N1)NC1=C(C=CC=C1)COC)C(=O)N